C(C)OC(=O)C1OCC(C1)NC(=O)[C@]1(CC(=NO1)C1=CC(=CC=C1)F)C |r| 4-[[(5RS)-3-(3-fluorophenyl)-5-methyl-4H-isoxazole-5-carbonyl]amino]tetrahydrofuran-2-carboxylic acid ethyl ester